FC(C=1C(=NC(=CC1)C=1C=NN2C1C=CC(=C2)NC2CCN(CC2)C2COC2)N2N=C(C=C2C)C#N)F 1-[3-(difluoromethyl)-6-[6-[[1-(oxetan-3-yl)piperidin-4-yl]amino]pyrazolo[1,5-a]pyridin-3-yl]pyridin-2-yl]-5-methylpyrazole-3-carbonitrile